FC=1C=C2C=NC=NC2=CC1 6-fluoro-quinazoline